ClC1=C(N=C(O1)C)C=1C(=C(C=CC1)C[C@@H]1N(CC([C@@H]1NS(N(C)C)(=O)=O)(F)F)C(=O)C1(CCC1)O)F N'-[(2S,3R)-2-{[3-(5-chloro-2-methyl-1,3-oxazol-4-yl)-2-fluorophenyl]methyl}-4,4-difluoro-1-(1-hydroxycyclobutane-1-carbonyl)pyrrolidin-3-yl]-N,N-dimethylsulfuric diamide